FC1=C(C(=C(C(=C1F)F)F)C=O)S(=O)(=O)N(CC1=CC=C(C=C1)OC)C1=CC(=C(C=C1)OC)F 2,3,4,5-tetrafluoro-N-(3-fluoro-4-methoxyphenyl)-6-formyl-N-(4-methoxybenzyl)benzenesulfonamide